3,5-dibromo-4-((4-chlorophthalazin-1-yl)oxy)aniline BrC=1C=C(N)C=C(C1OC1=NN=C(C2=CC=CC=C12)Cl)Br